2-chloro-N-(2-(4,4-difluorocyclohexyl)-4-(2,5-difluorophenyl)pyridin-3-yl)acetamide ClCC(=O)NC=1C(=NC=CC1C1=C(C=CC(=C1)F)F)C1CCC(CC1)(F)F